FC1=C(OC2=C(C=C(C=C2)S(=O)(=O)C)C=2C3=C(C(N(C2)C)=O)NC(=C3)COC=3C=NC=CC3)C=CC(=C1)F 4-[2-(2,4-difluorophenoxy)-5-(methylsulfonyl)phenyl]-6-methyl-2-[(pyridin-3-yloxy)methyl]-1,6-dihydro-7H-pyrrolo[2,3-c]pyridin-7-one